N-tert-butyl-1-(3-chloro-5-(trifluoromethyl)phenyl)-7-methoxy-N-methyl-8-(1-methyl-1H-pyrazol-3-yl)-1,4-dihydrochromeno[4,3-c]pyrazole-3-carboxamide C(C)(C)(C)N(C(=O)C=1C2=C(N(N1)C1=CC(=CC(=C1)C(F)(F)F)Cl)C=1C=C(C(=CC1OC2)OC)C2=NN(C=C2)C)C